O=C(CC1=NC=2C(=C3C(=NC2)NC=C3)N1C13CCC(CC1)(CC3)CC#N)N3CCCCC3 2-(4-(2-(2-oxo-2-(piperidin-1-yl)ethyl)imidazo[4,5-d]Pyrrolo[2,3-b]Pyridine-1(6H)-yl)bicyclo[2.2.2]Oct-1-yl)acetonitrile